C(C=C)(=O)OCCOC1=C(C(=O)C2=CC=C(C(=O)O)C=C2)C=CC=C1 4-(2-(2-(acryloyloxy)ethoxy)benzoyl)benzoic acid